NCCCNCC[Si](OCC)(OCC)OCC N-(gamma-aminopropyl)-beta-aminoethyl-triethoxysilane